C1=CC=CC=2C3=CC=CC=C3C(C12)COC(=O)N[C@H](C(=O)O)CC1=C(C=CC=C1)C1=CC=C(C=C1)Cl (S)-2-((((9H-fluoren-9-yl)methoxy)carbonyl)amino)-3-(4'-chloro-[1,1'-biphenyl]-2-yl)propanoic acid